benzyl (3R,4S)-3-(N-(tert-butoxycarbonyl)-N-(5-tosyl-5H-pyrrolo[2,3-b]pyrazin-2-yl) glycyl)-4-ethylpyrrolidine-1-carboxylate C(C)(C)(C)OC(=O)N(CC(=O)[C@H]1CN(C[C@H]1CC)C(=O)OCC1=CC=CC=C1)C=1N=C2C(=NC1)N(C=C2)S(=O)(=O)C2=CC=C(C)C=C2